CC1=NOC(=C1C1=CC2=C(N(C(=N2)C(CC)O)[C@@H]2C[C@@H](C2)OC)C=C1)C 5-(3,5-dimethylisoxazol-4-yl)-1-((cis)-3-methoxycyclobutyl)-1H-benzo[d]imidazol-2-ylpropan-1-ol